2-[4-[2-[1-(2,6-Dioxo-3-piperidyl)-3-methyl-2-oxo-benzimidazol-5-yl]ethyl]piperazin-1-yl]acetaldehyde O=C1NC(CCC1N1C(N(C2=C1C=CC(=C2)CCN2CCN(CC2)CC=O)C)=O)=O